(1s,4s)-2'-bromo-4-(3-chloroanilino)spiro[cyclohexane-1,1'-indene]-4-carboxamide BrC=1C2(C3=CC=CC=C3C1)CCC(CC2)(C(=O)N)NC2=CC(=CC=C2)Cl